N-(5-(2,6-Difluoro-4-methoxyphenyl)-2-(2-methoxypyridin-3-yl)-1-methyl-3-oxo-2,3-dihydro-1H-pyrazol-4-yl)-4-(difluoromethoxy)benzamide FC1=C(C(=CC(=C1)OC)F)C1=C(C(N(N1C)C=1C(=NC=CC1)OC)=O)NC(C1=CC=C(C=C1)OC(F)F)=O